sec-isoamyl alcohol C(C)(C(C)C)O